ClC1=C(C#N)C=CC(=C1)N1CC2(C[C@@H]1C)CCN(CC2)C2=CC=C(C=C2)C(=O)N2CCC(CC2)CN2CCC(CC2)C2=CC=C(C=C2)N[C@H]2C(NC(CC2)=O)=O 2-Chloro-4-((S)-8-(4-(4-((4-(4-(((R)-2,6-dioxo-piperidin-3-yl)amino)-phenyl)piperidin-1-yl)-methyl)piperidine-1-carbonyl)phenyl)-3-methyl-2,8-diazaspiro[4.5]decan-2-yl)benzonitrile